O[C@@H]1C[C@H]2[C@H](CCCC3=C(O2)C=C(C=C3)C(=O)O)[C@H]1\C=C\C(C1(CCC1)C1=CC=CC=C1)O (2R,3R,3aR,11aS)-2-hydroxy-3-[(1E,3ξ)-3-hydroxy-3-(1-phenylcyclobutyl)-1-propen-1-yl]-1,2,3,3a,4,5,6,11a-octahydrobenzo[b]cyclopenta[g]oxocine-9-carboxylic acid